3-(4-tert-butylphenyl)-1H-pyrazolo[3,4-d]pyrimidin-4-amine C(C)(C)(C)C1=CC=C(C=C1)C1=NNC2=NC=NC(=C21)N